tert-butyl 2-amino-4-oxo-6,7-dihydrothiazolo[5,4-C]pyridine-5(4H)-carboxylate NC=1SC=2C(N(CCC2N1)C(=O)OC(C)(C)C)=O